2-chloro-4-(difluoromethyl)pyrimidine-5-carboxylic acid ClC1=NC=C(C(=N1)C(F)F)C(=O)O